C(C)N1C[NH+](C2=C1C(C1=CC=CC=C1C2=O)=NOC)C (E)- or (Z)-3-ethyl-4-(methoxyimino)-1-methyl-9-oxo-4,9-Dihydro-1H-naphtho[2,3-d]imidazolium